(S)-1-(4-bromophenyl)ethan-1-amine BrC1=CC=C(C=C1)[C@H](C)N